Cl.CNC(=NC)SC1=NOC(C1)(C)C N,N'-dimethylcarbamimidothioic acid, 4,5-dihydro-5,5-dimethyl-3-isoxazolyl ester hydrochloride